4-(((2-(6-((3r,5r)-3-amino-5-fluoropiperidine-1-carbonyl)-4-methoxy-3-methylpyrazolo[1,5-a]pyridin-2-yl)-1-(cyclopropylmethyl)-1H-indol-7-yl)oxy)methyl)pyrrolidin-2-one N[C@H]1CN(C[C@@H](C1)F)C(=O)C=1C=C(C=2N(C1)N=C(C2C)C=2N(C1=C(C=CC=C1C2)OCC2CC(NC2)=O)CC2CC2)OC